tert-butyl (2-(4,10-bis(2-((tert-butoxycarbonyl)amino)ethyl)-1,4,7,10-tetraazacyclododecan-1-yl)ethyl)carbamate C(C)(C)(C)OC(=O)NCCN1CCN(CCN(CCNCC1)CCNC(=O)OC(C)(C)C)CCNC(OC(C)(C)C)=O